CNC(=O)C1=NNC(=C1)C(=O)N N3-methyl-1H-Pyrazole-3,5-dicarboxamide